3-(acryloxymethyl)-3-methyl-oxetane C(C=C)(=O)OCC1(COC1)C